NC=1C(=C(C(=C(C(=O)NC=2C=C(C=CC2N2CCN(CC2)C)N2N=NC(=C2)C(=O)N(C)C)C1)Cl)C)F 1-(3-(5-amino-2-chloro-4-fluoro-3-methylbenzamido)-4-(4-methylpiperazin-1-yl)phenyl)-N,N-dimethyl-1H-1,2,3-triazole-4-carboxamide